COC1=CC=C(CNC2=C3N=CN(C3=NC=N2)C2[C@H](O)[C@@H](O)[C@H](O)[C@H](O2)CO)C=C1 6-(4-methoxybenzylamino)-9-glucopyranosylpurine